C(C)(C)(C)OC(=O)N1[C@@H](C=2C(CC1)=C(NN2)OS(=O)(=O)C(F)(F)F)C (R)-7-methyl-3-(((trifluoromethyl)sulfonyl)oxy)-2,4,5,7-tetrahydro-6H-pyrazolo[3,4-c]pyridine-6-carboxylic acid tert-butyl ester